COC=1C=C(C=C(C1)OC)C1CCCC2=C(NN=C2C2=C(C=NN2)[N+](=O)[O-])C1 7-(3,5-dimethoxyphenyl)-3-(4-nitro-1H-pyrazol-5-yl)-1,4,5,6,7,8-hexahydrocyclohepta[c]pyrazole